isocyanato(trimethyl)silane N(=C=O)[Si](C)(C)C